acetic acid 1-octen-3-yl ester C=CC(CCCCC)OC(C)=O